BrC=1C=C2C3C=4C(CCCC4OC4(OC2=CC1)CCCC(C43)=O)=O 12-bromo-2,16-dioxapentacyclo[7.7.5.01,21.03,8.010,15]henicosa-3(8),10,12,14-tetraene-7,20-dione